N-(4-FORMYL-1H-PYRAZOL-3-YL)-ACETAMIDE C(=O)C=1C(=NNC1)NC(C)=O